BrCC1=CC=C(C=C1)C1=NOC(=N1)C(F)(F)F 4-(bromomethyl)phenyl-5-(trifluoromethyl)-1,2,4-oxadiazole